N1=C(C=CC=C1)C=1N=CC(=NC1)NC(=O)C1=CN=CS1 N-(5-(pyridin-2-yl)pyrazin-2-yl)thiazole-5-carboxamide